6,8-dihydroxy-1,2-dihydroxy-naphthalene-2,3-dicarboamide OC=1C=C2C=C(C(C(C2=C(C1)O)O)(C(=O)N)O)C(=O)N